C(=O)[O-].CC1=C(OC(O1)=O)C[N+]1=CC(=CC=C1)C(NCCO[N+](=O)[O-])=O 1-((5-Methyl-2-oxo-1,3-dioxol-4-yl)methyl)-3-((2-(nitrooxy)ethyl)carbamoyl)pyridin-1-ium formate